[(1S,2R,3S,4S,5R,6R)-3,4-diacetoxy-2,6-bis(benzyloxycarbonylamino)-5-hydroxy-cyclohexyl] acetate C(C)(=O)O[C@@H]1[C@H]([C@@H]([C@H]([C@@H]([C@H]1NC(=O)OCC1=CC=CC=C1)O)OC(C)=O)OC(C)=O)NC(=O)OCC1=CC=CC=C1